[4,4-dimethyl-1-(2H-tetraazol-5-yl)pentyl](1-methyl-1H-1,7-diazainden-5-yl)amine CC(CCC(C=1N=NNN1)NC=1C=C2C=CN(C2=NC1)C)(C)C